N[C@H]1CS(C2=C(N(C1=O)CC1=CC=C(C=C1)Cl)C=C(C(=C2)F)C2=NOC(=N2)C2(CCN(CC2)C(=O)N2CCCC2)C)(=O)=O (3R)-3-amino-5-[(4-chlorophenyl)methyl]-8-fluoro-7-[5-[4-methyl-1-(pyrrolidine-1-carbonyl)-4-piperidyl]-1,2,4-oxadiazol-3-yl]-1,1-dioxo-2,3-dihydro-1lambda6,5-benzothiazepin-4-one